3-butylene diacetate C(C)(=O)OCCCCOC(C)=O